4-(6-chloro-8-fluoro-4-{8-methyl-3,8-diazabicyclo[3.2.1]oct-3-yl}-2-{[(2S)-1-methylpyrrolidin-2-yl]methoxy}quinazolin-7-yl)naphthalen-2-ol ClC=1C=C2C(=NC(=NC2=C(C1C1=CC(=CC2=CC=CC=C12)O)F)OC[C@H]1N(CCC1)C)N1CC2CCC(C1)N2C